ClC1=C2C[C@H](OC(C2=C(C(=C1)C(=O)N[C@@H](CC1=CC=CC=C1)C(=O)O)O)=O)C N-{[(3R)-5-chloro-8-hydroxy-3-methyl-1-oxo-3,4-dihydro-1H-isochromen-7-yl]carbonyl}-L-phenylalanine